(6aR,8S)-5-(4-(trifluoromethyl)phenyl)-5,6,6a,7,8,9-hexahydropyrido[3,2-e]pyrrolo[1,2-a]pyrazine-8-carboxylic acid FC(C1=CC=C(C=C1)N1C[C@@H]2N(C3=C1C=CC=N3)C[C@H](C2)C(=O)O)(F)F